C12(CC(C1)C2)NC(CN2C(C(=CC=C2)NC([C@H](CCC(C(=O)NC2CCCCC2)=O)NC(=O)C=2C(=NC1=NC=CC=C1C2)C)=O)=O)=O (S)-N1-(1-(2-(Bicyclo[1.1.1]pentan-1-ylamino)-2-oxoethyl)-2-oxo-1,2-dihydropyridin-3-yl)-N6-cyclohexyl-2-(2-methyl-1,8-naphthyridin-3-carboxamido)-5-oxohexandiamid